(3-amino-6-(2,2-difluorocyclopropyl)-1H-pyrazolo[3,4-b]pyridin-1-yl)(2-methoxyphenyl)methanone NC1=NN(C2=NC(=CC=C21)C2C(C2)(F)F)C(=O)C2=C(C=CC=C2)OC